[5-[6-[2-(cyclopropanecarbonylamino)-1,3-benzothiazol-7-yl]-1,3-benzodioxol-4-yl]-2-furyl]phosphonic acid C1(CC1)C(=O)NC=1SC2=C(N1)C=CC=C2C=2C=C(C1=C(OCO1)C2)C2=CC=C(O2)P(O)(O)=O